(S)-pivalic acid 4-fluoro-9-(6-((1-(3-fluoropropyl) pyrrolidin-3-yl) oxy) pyridin-3-yl)-6,7-dihydro-5H-benzo[7]annulen-3-yl ester FC1=C(C=CC=2C(=CCCCC21)C=2C=NC(=CC2)O[C@@H]2CN(CC2)CCCF)OC(C(C)(C)C)=O